BrC=1C=CC(=C(C1)N1C(NC(CC1)=O)=O)Cl 1-(5-bromo-2-chlorophenyl)dihydropyrimidine-2,4(1H,3H)-dione